2-[4-[(3S)-3-(5-Cyano-3-pyridyl)isoxazolidine-2-carbonyl]-1-piperidyl]pyrimidine-4-carbonitrile C(#N)C=1C=C(C=NC1)[C@H]1N(OCC1)C(=O)C1CCN(CC1)C1=NC=CC(=N1)C#N